C[C@H]1CN(C[C@H](O1)C)C1=CC=CC(=N1)C1=NC2=CC(=NC=C2C=C1)CN [2-[6-[(2S,6R)-2,6-dimethylmorpholin-4-yl]-2-pyridyl]-1,6-naphthyridin-7-yl]methanamine